2-(5-{[3-(6-chloro-4-{[4-(dimethylamino)-piperidin-1-yl]meth-yl}-1-(2,2,2-trifluoro-ethyl)-1H-indol-2-yl)prop-2-yn-1-yl]-amino}pyridin-2-yl)-2-methylpropane-nitrile ClC1=CC(=C2C=C(N(C2=C1)CC(F)(F)F)C#CCNC=1C=CC(=NC1)C(C#N)(C)C)CN1CCC(CC1)N(C)C